C(C)(C)(C)OC(=O)N1CC(CC(C1)C)C1=C2C=CC=NC2=C(C=C1)Cl 3-(8-chloro-quinolin-5-yl)-5-methyl-piperidine-1-carboxylic acid tert-butyl ester